N-(2-methylbenzylidene)(2-cyanopropyl)amine CC1=C(C=NCC(C)C#N)C=CC=C1